C(C)(C)OC1=C(C=C(C(=C1)N1CCC(CC1)N1CCN(CC1)C)C)NC=1N=C(C2=C(N1)NC=C2)NC=2C=CC=C1CCN(C21)S(=O)(=O)C N2-(2-isopropoxy-5-methyl-4-(4-(4-methylpiperazin-1-yl)piperidin-1-yl)phenyl)-N4-(1-(methylsulfonyl)indolin-7-yl)-7H-pyrrolo[2,3-d]pyrimidine-2,4-diamine